Dimethyl 2-(1-(3-cyclopropyl-1H-pyrrol-1-yl)cyclohexane-1-carbonyl)malonate C1(CC1)C1=CN(C=C1)C1(CCCCC1)C(=O)C(C(=O)OC)C(=O)OC